manganese-niobium-titanium oxide [O-2].[Ti+4].[Nb+5].[Mn+2]